(1,10-phenanthroline) terbium [Tb].N1=CC=CC2=CC=C3C=CC=NC3=C12